FC1=CC=C(CN2C(NCC2=O)=O)C=C1 3-(4-Fluorobenzyl)imidazolidine-2,4-dione